((1R)-8-(4-cyano-5-(2,3-dichlorophenyl)-6-methylpyrimidin-2-yl)-8-azaspiro[4.5]dec-1-yl)carbamic acid tert-butyl ester C(C)(C)(C)OC(N[C@@H]1CCCC12CCN(CC2)C2=NC(=C(C(=N2)C#N)C2=C(C(=CC=C2)Cl)Cl)C)=O